C(C)(CC)C1N(CC2=C(NC1=O)C=NC=C2F)C(=O)N 3-(sec-butyl)-6-fluoro-2-oxo-1,2,3,5-tetrahydro-4H-pyrido[3,4-e][1,4]diazepine-4-carboxamide